C(C)C=1C(NC=2C=C(C=NC2C1)CN1CC2C(C1)CC(C2)NC=2C=CC(=NC2C)C(=O)NC)=O 5-((2-((7-ethyl-6-oxo-5,6-dihydro-1,5-naphthyridin-3-yl)methyl)octahydrocyclopenta[c]pyrrol-5-yl)amino)-N,6-dimethylpicolinamide